3-(1-(6-((1-(4-(difluoromethyl)phenyl)-4-methyl-1H-1,2,3-triazol-5-yl)methoxy)pyridazine-3-yl)azetidin-3-yl)(morpholino)methanone FC(C1=CC=C(C=C1)N1N=NC(=C1COC1=CC=C(N=N1)N1CC(C1)C1COCCN1C=O)C)F